C1NCC12CC(C2)CC=2C=C(C=C(C2)C(F)(F)F)S(=O)(C)=N [3-(2-azaspiro[3.3]heptan-6-ylmethyl)-5-(trifluoromethyl)phenyl]-imino-methyl-oxo-λ6-sulfane